[W]=S.[Co].[Ni] nickel-cobalt-tungsten sulfide